FC=1C(=NC(=NC1)N[C@H]1[C@@H](COCC1)O)C1=CC=C2C(C(=C(N(C2=C1)C(C)C)C)C)=O 7-(5-fluoro-2-(((3s,4r)-3-hydroxytetrahydro-2H-pyran-4-yl)amino)pyrimidin-4-yl)-1-isopropyl-2,3-dimethylquinolin-4(1H)-one